2-{[1-(cyclopropanecarbonyl)piperidin-4-yl]methyl}-N-{[(2R)-1,4-dioxan-2-yl]methyl}-4-methyl-8-(trifluoromethyl)-4,5-dihydro-2H-furo[2,3-g]indazole-7-carboxamide C1(CC1)C(=O)N1CCC(CC1)CN1N=C2C3=C(CC(C2=C1)C)OC(=C3C(F)(F)F)C(=O)NC[C@H]3OCCOC3